imidazopyridone N=1C(N=C2C1C=CC=N2)=O